4-methoxy-2,2,6,6-tetramethylpiperidine nitrogen [N].COC1CC(NC(C1)(C)C)(C)C